C(C)N1N=C(C(=C1)OCC(F)(F)F)C(=O)OCC ethyl 1-ethyl-4-(2,2,2-trifluoroethoxy)-1H-pyrazole-3-carboxylate